FC1(CCN(CC1)C1=NC=C(C=N1)C=1C=CC=2N=C3COCC4(N3C2N1)CCC1=CC=CC=C14)CO (4-fluoro-1-(5-(2,3,6',8'-tetrahydrospiro[indene-1,9'-pyrido[3',2':4,5]imidazo[2,1-c][1,4]oxazin]-2'-yl)pyrimidin-2-yl)piperidin-4-yl)methanol